(3R)-3-amino-7-(4-tert-butyl-2-pyridyl)-5-[(4-chlorophenyl)methyl]-8-fluoro-1,1-dioxo-2,3-dihydro-1λ6,5-benzothiazepin-4-one N[C@H]1CS(C2=C(N(C1=O)CC1=CC=C(C=C1)Cl)C=C(C(=C2)F)C2=NC=CC(=C2)C(C)(C)C)(=O)=O